NC1=C(C=C(C=N1)NC(C(=O)N1[C@H](CC[C@@H](C1)C)C=1C=CC2=C(N=C(S2)C2CCN(CC2)C)C1)=O)C1COC1 N-(6-amino-5-(oxetan-3-yl)pyridin-3-yl)-2-((2R,5S)-5-methyl-2-(2-(1-methylpiperidin-4-yl)benzo[d]thiazol-5-yl)piperidin-1-yl)-2-oxoacetamide